dibenzo[b,c]furan-2-ylboronic acid C1C(=CC=C2OC=C3C21C=CC=C3)B(O)O